3-[(1s,3r)-3-{[(1-methylcyclobutyl)carbamoyl]oxy}cyclopentyl]-1H-pyrazole-1-carboxylic acid ethyl ester C(C)OC(=O)N1N=C(C=C1)[C@@H]1C[C@@H](CC1)OC(NC1(CCC1)C)=O